C(#N)C=1C=CC(=NC1)N1C2CN(CC1CC2)C(=O)OC(C)(C)C tert-butyl 8-(5-cyano-2-pyridinyl)-3,8-diazabicyclo[3.2.1]octane-3-carboxylate